Aminoazobenzene-3-sulfonic acid NN=NC1=CC(=CC=C1)S(=O)(=O)O